F[C@@H](CN(CCC(C(=O)O)NC1=C2C(=NC=N1)N(N=C2)C)CCCCC2=NC=1NCCCC1C=C2)COC 4-(((S)-2-fluoro-3-methoxypropyl)(4-(5,6,7,8-tetrahydro-1,8-naphthyridin-2-yl)butyl)amino)-2-((1-methyl-1H-pyrazolo[3,4-d]pyrimidin-4-yl)amino)butanoic acid